COC1=C(OC=C1)C(=O)O 3-METHOXY-2-FUROIC ACID